O1COC2=C1C=CC(=C2)OCC2=C(C(=O)OC)C=CC(=C2F)F Methyl 2-[(1,3-benzodioxol-5-yloxy)methyl]-3,4-difluorobenzoate